(1,3-oxazol-2-yl)phenol trifluoroacetate FC(C(=O)O)(F)F.O1C(=NC=C1)C1=C(C=CC=C1)O